4-(3-((4-chloro-2-methoxybenzyl)oxy)-4-fluorophenyl)-1,2,3,6-tetrahydropyridine HCl salt Cl.ClC1=CC(=C(COC=2C=C(C=CC2F)C=2CCNCC2)C=C1)OC